N-(2-(1-((2-(2,4-dioxotetrahydropyrimidin-1(2H)-yl)-1-oxoisoindolin-5-yl)methyl)piperidin-4-yl)-6-(2-hydroxypropan-2-yl)-2H-indazol-5-yl)-6-(trifluoromethyl)picolinamide O=C1N(CCC(N1)=O)N1C(C2=CC=C(C=C2C1)CN1CCC(CC1)N1N=C2C=C(C(=CC2=C1)NC(C1=NC(=CC=C1)C(F)(F)F)=O)C(C)(C)O)=O